(4-(2-(2-Aminopyridin-3-yl)-5-(6-fluoropyridin-3-yl)-3H-imidazo[4,5-b]pyridin-3-yl)phenyl)methanol NC1=NC=CC=C1C1=NC=2C(=NC(=CC2)C=2C=NC(=CC2)F)N1C1=CC=C(C=C1)CO